C(#N)CCN1C(CCCCC1)=O N-(beta-cyanoethyl)-epsilon-caprolactam